COC1=CC=2N=CN=C(C2N=C1C1=NN(C=C1C(=O)N)C(F)(F)F)C=1C(=NN(C1)C)C1=CC=CC=C1 (7-methoxy-4-(1-methyl-3-phenyl-1H-pyrazol-4-yl)pyrido[3,2-d]pyrimidin-6-yl)-1-(trifluoromethyl)-1H-pyrazole-4-carboxamide